cis-N-(4-chloro-3-((1S,3S)-3-hydroxy-3-methylcyclopentyl)phenyl)-3-(trifluoromethyl)-6-azabicyclo[3.1.1]heptane-6-carboxamide ClC1=C(C=C(C=C1)NC(=O)N1C2CC(CC1C2)C(F)(F)F)[C@@H]2C[C@@](CC2)(C)O